NC1=C2C(=NC=N1)N(N=C2C2=CC=C(C=C2)OC2=CC=CC=C2)OC2CCNCC2 4-((4-amino-3-(4-phenoxyphenyl)-1H-pyrazolo[3,4-d]pyrimidin-1-yl)oxy)piperidine